C(C)N1[C@@H](CCC1)CCC1=C(C=CC(=C1)F)S(=O)(=O)NC1=C(C2=C([C@@H]3[C@H](CO2)C3)C=C1)C(=O)O (1aR,7bS)-5-{2-[2-((R)-1-ethylpyrrolidin-2-yl)ethyl]-4-fluorobenzenesulfonyl-amino}-1,1a,2,7b-tetrahydrocyclopropa-[c]benzopyran-4-carboxylic acid